COC(=O)C1=COC=C1NCCCN1C=NC=C1C 4-((3-(5-methyl-1H-imidazol-1-yl)propyl)amino)furan-3-carboxylic acid methyl ester